methyl (6-(5-(trifluoromethyl)-1,2,4-oxadiazol-3-yl)isoquinolin-3-yl)carbamate FC(C1=NC(=NO1)C=1C=C2C=C(N=CC2=CC1)NC(OC)=O)(F)F